FC(C(O)(C=1NC(=CC1)C1=CC=CC=C1)C1=CC=CC=C1)(F)F 2,2,2-trifluoro-1-phenyl-1-(5-phenyl-1H-pyrrol-2-yl)ethane-1-ol